N-{2-[(3R,4S)-3-(biphenyl-4-ylmethyl)-4-hydroxy-3,4-dihydro-2H-chromen-7-yl]phenyl}-1,1,1-trifluoromethanesulfonamide C1(=CC=C(C=C1)C[C@@H]1COC2=CC(=CC=C2[C@H]1O)C1=C(C=CC=C1)NS(=O)(=O)C(F)(F)F)C1=CC=CC=C1